tris(1,2-dimethylpropylthio)silane CC(C(C)C)S[SiH](SC(C(C)C)C)SC(C(C)C)C